Fluoro-4-(4-fluorophenoxy)-[1,1'-biphenyl]-3-carboxamide FC1=C(C=CC(=C1C(=O)N)OC1=CC=C(C=C1)F)C1=CC=CC=C1